ON1C(C=2C(C1=O)=C(C(=C(C2C2=CC=CC=C2)C2=CC=CC=C2)C2=CC=CC=C2)C2=CC=CC=C2)=O N-hydroxy-3,4,5,6-tetraphenylphthalimide